C(CCC)C1(CS(C2=C(N(C1)C1=CC=C(C=C1)NC(CC(C)(C)C)=O)C=C(C(=C2)O/C=C/C(=O)O)SC)(=O)=O)CCCC (E)-3-((3,3-dibutyl-5-(4-(3,3-dimethylbutyramido)phenyl)-7-(methylsulfanyl)-1,1-dioxido-2,3,4,5-tetrahydro-1,5-benzothiazepin-8-yl)oxy)acrylic acid